D-phenylalanine-methacrylamide C(C(=C)C)(=O)N.N[C@H](CC1=CC=CC=C1)C(=O)O